(R)-4-((4-chloro-2-fluorobenzyl)oxy)-5-fluoro-N-(pyrrolidin-3-yl)pyrimidin-2-amine ClC1=CC(=C(COC2=NC(=NC=C2F)N[C@H]2CNCC2)C=C1)F